dimethyl-(2-vinylphenyl)phosphine oxide CP(C1=C(C=CC=C1)C=C)(C)=O